N-((1r,3r)-3-(3-chloro-4-cyanophenoxy)-2,2,4,4-tetramethylcyclobutyl)-6-(4-((2-(2,6-dioxopiperidin-3-yl)-1,3-dioxoisoindolin-5-yl)methyl)piperazin-1-yl)nicotinamide ClC=1C=C(OC2C(C(C2(C)C)NC(C2=CN=C(C=C2)N2CCN(CC2)CC=2C=C3C(N(C(C3=CC2)=O)C2C(NC(CC2)=O)=O)=O)=O)(C)C)C=CC1C#N